Isobutyl (±)-syn-10,11-bis(2-hexyldecanoyloxy)nonadecanesulfonate C(CCCCC)C(C(=O)OC(CCCCCCCCCS(=O)(=O)OCC(C)C)C(CCCCCCCC)OC(C(CCCCCCCC)CCCCCC)=O)CCCCCCCC